C[C@H]1[C@@H]([C@@H]2C[C@@H]3N1[C@@H]4C2[C@H]([C@@]5(C4)C3=NC6=CC=CC=C56)OC(=O)C)C=O The molecule is an indole alkaloid having a ajmalan-type skeleton and characterised by a 17alpha-acetoxy group, a 21beta-methyl group, loss of the 1-methyl group with associated unsaturation at N(1)=C(2), and a 20alpha-formyl group in place of the 20beta-ethyl side-chain. It derives from a hydride of an ajmalan.